N-(3''-fluoro-4''-((isopropylamino)methyl)-5''-methoxy-2,2'-dimethyl-[1,1':3',1''-terphenyl]-3-yl)-3-methyl-2,4-dioxo-1,2,3,4-tetrahydropyrimidine-5-carboxamide FC=1C=C(C=C(C1CNC(C)C)OC)C=1C(=C(C=CC1)C1=C(C(=CC=C1)NC(=O)C=1C(N(C(NC1)=O)C)=O)C)C